COC(=O)C=1C(=C(C=C(C1)N1CC(OCC1)C=1C=NN(C1)C)C1=C(C=C(C=C1)Cl)F)[N+](=O)[O-] 4'-chloro-2'-fluoro-5-(2-(1-methyl-1H-pyrazol-4-yl)morpholino)-2-nitro-[1,1'-biphenyl]-3-carboxylic acid methyl ester